ClC1=CC(=C(C=C1)C1OC2=C(C=CC=C2C(C1)(F)F)C=1CCN(CC1)C(=O)O)F 4-[2-(4-Chloro-2-fluoro-phenyl)-4,4-difluoro-chroman-8-yl]-3,6-dihydro-2H-pyridine-1-carboxylic acid